ClC1=C(C=C(OCC(=O)N[C@@H]2CC[C@H](CC2)C(=O)NC=2OC3=C(N2)C=C(C=C3)Cl)C=C1)F trans-4-(2-(4-chloro-3-fluorophenoxy)acetamido)-N-(5-chlorobenzo[d]oxazol-2-yl)cyclohexane-1-carboxamide